CN1CCN(CC1)CCNC1=NC(=NC(=N1)N1CCCCC1)N1CC2=C(CC1)N=CN2 N-(2-(4-methylpiperazin-1-yl)ethyl)-4-(piperidin-1-yl)-6-(3,4,6,7-tetrahydro-5H-imidazo[4,5-c]pyridin-5-yl)-1,3,5-triazin-2-amine